1-methyl-4-n-octyl-benzene CC1=CC=C(C=C1)CCCCCCCC